ClC1=CC(=C(OC2=NC(=CN=C2)C=C)C=C1)F 2-(4-chloro-2-fluoro-phenoxy)-6-vinyl-pyrazine